(4-Acrylpiperazin-1-yl)-7-(2-amino-3,5-dichloro-6-fluorophenyl)-6-fluoro-1-(2-isopropyl-4-methylpyridin-3-yl)-2-oxo-1,2-dihydro-1,8-naphthyridine-3-carbonitrile C(=O)(C=C)N1CCN(CC1)C1=C(C(N(C2=NC(=C(C=C12)F)C1=C(C(=CC(=C1F)Cl)Cl)N)C=1C(=NC=CC1C)C(C)C)=O)C#N